O1C(=NC2=C1C=CC=C2)CO benzo[d]oxazol-2-ylmethanol